C(C)OC(CCC1=CC=C(C=C1)C1=CC(=C(C=C1)OC)C12CC3CC(CC(C1)C3)C2)=O.CC2(C=3C=CC(=CC3C(CC2)(C)C)C2=CC=C(C=C2)CCC(=O)O)C 3-[4-(5,5,8,8-tetramethyl-5,6,7,8-tetrahydronaphthalen-2-yl)phenyl]propanoic acid Ethyl-3-{4-[3-(adamantan-1-yl)-4-methoxyphenyl]phenyl}propanoate